tert-butyl ((1r,3r)-3-((6-(1-(4-((2-acetylpyrimidin-5-yl)oxy)phenyl)ethyl)pyridin-3-yl)oxy)cyclobutyl)carbamate C(C)(=O)C1=NC=C(C=N1)OC1=CC=C(C=C1)[C@@H](C)C1=CC=C(C=N1)OC1CC(C1)NC(OC(C)(C)C)=O